ClC1=CC=C2C=CC=NC2=C1NS(=O)(=O)C1=NC=CC=C1C N-(7-chloro-quinolin-8-yl)-3-methylpyridine-2-sulfonamide